2-(2-hydroxy-4-methylphenyl)-3-(pyridin-4-yl)-4,5,6,7-tetrahydropyrazolo[1,5-a]pyrazin-5-ium chloride [Cl-].OC1=C(C=CC(=C1)C)C1=NN2C(C[NH2+]CC2)=C1C1=CC=NC=C1